C(C1=CC=CC=C1)OC1=NC(=CC=C1C1=NN(C2=CC(=CC=C12)[C@H]1CN(CC1)C(=O)OC(C)(C)C)C)OCC1=CC=CC=C1 tert-butyl (3S)-3-[3-(2,6-dibenzyloxy-3-pyridyl)-1-methyl-indazol-6-yl]pyrrolidine-1-carboxylate